Fmoc-S-trityl-L-homocysteine C(=O)(OCC1C2=CC=CC=C2C2=CC=CC=C12)N[C@@H](CCSC(C1=CC=CC=C1)(C1=CC=CC=C1)C1=CC=CC=C1)C(=O)O